NC=1C(=NC2=C(C(=C(C=C2C1NC1C2CN(C1C2)C(=O)O)I)Br)F)N2CC(C2)N(C)C.COC2=C(COC1=C(C=CC=C1)S(=O)(=O)N)C=CC(=C2)OC 2-((2,4-Dimethoxybenzyl)oxy)benzenesulfonamide 5-((3-amino-7-bromo-2-(3-(dimethylamino)azetidin-1-yl)-8-fluoro-6-iodoquinolin-4-yl)amino)-2-azabicyclo[2.1.1]hexane-2-carboxylate